fluoropropan-1-amine FC(CC)N